N-methyl-N-(4-((4-phenethyl-4-(pyridin-2-yl)piperidin-1-yl)methyl)phenyl)acetamide CN(C(C)=O)C1=CC=C(C=C1)CN1CCC(CC1)(C1=NC=CC=C1)CCC1=CC=CC=C1